2-(3-ethylsulfonylpyridin-2-yl)-5-(trifluoromethylsulfonyl)benzoxazole C(C)S(=O)(=O)C=1C(=NC=CC1)C=1OC2=C(N1)C=C(C=C2)S(=O)(=O)C(F)(F)F